C(#N)C1=CC=C(OC=2N(C=C(N2)C)C(=O)NC2CCC(CC2)(F)F)C=C1 (4-Cyanophenoxy)-N-(4,4-difluorocyclohexyl)-4-methyl-1H-imidazole-1-carboxamide